tert-butyl ((1r,4r)-4-(6-cyano-1-(naphthalen-1-yl)-1H-indole-2-carboxamido)cyclohexyl)carbamate C(#N)C1=CC=C2C=C(N(C2=C1)C1=CC=CC2=CC=CC=C12)C(=O)NC1CCC(CC1)NC(OC(C)(C)C)=O